CN1C=C(C2=CC=CC=C12)\C=C\1/OC2=C(C1)C=CC(=C2)O (Z)-2-(1-methyl-1H-indol-3-ylmethylene)-6-hydroxybenzofuran